C1N(CCC2=CC=CC=C12)CC(CNC1=NN(C2=C1N=CN=C2O)COCC[Si](C)(C)C)O 3-((3-(3,4-dihydroisoquinolin-2(1H)-yl)-2-hydroxypropyl)amino)-1-((2-(trimethylsilyl)ethoxy)methyl)-1H-pyrazolo[4,3-d]Pyrimidin-7-ol